CCCCCCCCCCCCCCCCCCC(=O)O[C@H](COC(=O)CCCCCCC/C=C\CCCCCCCCC)COP(=O)(O)OC[C@H](CO)O 1-(9Z-nonadecenoyl)-2-nonadecanoyl-glycero-3-phospho-(1'-sn-glycerol)